C1=C(NC=N1)C[C@@H](C(=O)O)NC(=O)CCCN The molecule is a homocarnosine that has S configuration. It has a role as a human metabolite. It is a homocarnosine, a N-acyl-L-alpha-amino acid, a L-histidine derivative and a dipeptide. It is a tautomer of a L-homocarnosine zwitterion.